(R)-N-(2-(4-cyanothiazolidin-3-yl)-2-oxoethyl)-6-(trifluoromethyl)-quinoline-4-carboxamide C(#N)[C@H]1N(CSC1)C(CNC(=O)C1=CC=NC2=CC=C(C=C12)C(F)(F)F)=O